tert-butyl (1R,5S)-3-(7-(5-chloroisoquinolin-4-yl)-2-(((S)-1-methylpyrrolidin-2-yl)methoxy)-5,6,7,8-tetrahydropyrido[3,4-d]pyrimidin-4-yl)-3,8-diazabicyclo[3.2.1]octane-8-carboxylate ClC1=C2C(=CN=CC2=CC=C1)N1CC=2N=C(N=C(C2CC1)N1C[C@H]2CC[C@@H](C1)N2C(=O)OC(C)(C)C)OC[C@H]2N(CCC2)C